C1CC12C(CC1(OCCO1)CC2)CNC2=C(C#N)C=CC(=C2)[N+](=O)[O-] (((7,10-dioxadispiro[2.2.46.23]dodecan-4-yl)methyl)amino)-4-nitrobenzonitrile